lycopene aspartate N[C@@H](CC(=O)O)C(=O)O.CC(C)=CCC\C(\C)=C\C=C\C(\C)=C\C=C\C(\C)=C\C=C\C=C(/C)\C=C\C=C(/C)\C=C\C=C(/C)\CCC=C(C)C